C(C)(C)(C)OC(=O)NCC1=CC=C(C=C1)NC(=O)N[C@@H](CCSC)C(=O)N[C@@H]([C@@H](C)CC)C(=O)NCCNC(=O)OCC1=CC=CC=C1 N-[(4-{[(tert-butoxycarbonyl)amino]methyl}phenyl)carbamoyl]-L-methionyl-N1-(2-{[(benzyloxy)carbonyl]amino}ethyl)-L-isoleucinamide